2-(2-Chloro-3-fluorophenyl)-3-azabicyclo[3.1.1]heptane ClC1=C(C=CC=C1F)C1C2CC(CN1)C2